methyl 2-[(1S,4S,5R)-5-([5-cyclopropyl-3-[2-(trifluoromethyl)phenyl]-1,2-oxazol-4-yl]methoxy)-2-azabicyclo[2.2.1]heptan-2-yl]-4-fluoro-1,3-benzothiazole-6-carboxylate C1(CC1)C1=C(C(=NO1)C1=C(C=CC=C1)C(F)(F)F)CO[C@H]1[C@@H]2CN([C@H](C1)C2)C=2SC1=C(N2)C(=CC(=C1)C(=O)OC)F